(S)-5-(2-ethoxy-3-pyridyl)-1-[1-methylpropyl]-N-[(1-methyl-1,2,4-triazol-3-yl)methyl]pyrazolo[4,3-b]pyridin-7-amine C(C)OC1=NC=CC=C1C1=CC(=C2C(=N1)C=NN2[C@H](CC)C)NCC2=NN(C=N2)C